(6,6-dioxo-6lambda6-thia-2,5-diazaspiro[3.4]octan-2-yl)-[6-[[3-(trifluoromethylsulfonimidoyl)phenyl]methyl]-2-azaspiro[3.3]heptan-2-yl]methanone O=S1(NC2(CN(C2)C(=O)N2CC3(C2)CC(C3)CC3=CC(=CC=C3)S(=O)(=N)C(F)(F)F)CC1)=O